C(C)OC(CC1=C(C=CC=C1)OCC=1N(N=C2C=CC(=CC12)Br)C(C)C)=O 2-(2-((5-bromo-2-isopropyl-2H-indazol-3-yl)methoxy)phenyl)acetic acid ethyl ester